2-amino-3-cyclopropyl-N'-methyl-N'-(pyrimidin-2-yl)-N-((5-(trifluoromethyl)pyridin-2-yl)methyl)quinoline-6-carbohydrazide NC1=NC2=CC=C(C=C2C=C1C1CC1)C(=O)N(N(C1=NC=CC=N1)C)CC1=NC=C(C=C1)C(F)(F)F